FC=1C=NC=CC1C1=NN2C(O[C@@H](CC2)C)=C1C(=O)N[C@@H]1C(NC2=C(C(=N1)C1=CC=CC=C1)C=CC=C2F)=O (5R)-2-(3-Fluoropyridin-4-yl)-5-methyl-N-[(3S)-9-fluoro-2-oxo-5-phenyl-1,3-dihydro-1,4-benzodiazepin-3-yl]-6,7-dihydro-5H-pyrazolo[5,1-b][1,3]oxazine-3-carboxamide